C1(=CC=CC2=CC=CC=C12)C1=CC=C(C2=CC=CC=C12)O 4'-binaphthol